(1-(N-(2,6-Dioxopiperidin-3-yl)sulfamoyl)piperidin-4-yl)carbamic acid tert-butyl ester C(C)(C)(C)OC(NC1CCN(CC1)S(NC1C(NC(CC1)=O)=O)(=O)=O)=O